(5-tert-Butyl)-4-(2-methyl-5-(p-tolyl)oxazol-4-yl)-3-phenylisoxazole C(C)(C)(C)C1=C(C(=NO1)C1=CC=CC=C1)C=1N=C(OC1C1=CC=C(C=C1)C)C